5-(4-cyclohexylbutoxy)-6-amino-N-carboxyethyl-isoindoline-1,3-dione C1(CCCCC1)CCCCOC=1C=C2C(N(C(C2=CC1N)=O)CCC(=O)O)=O